CN1C(=O)N(C(=O)C(=C1)F)C 1,3-dimethyl-5-fluorouracil